[3-([[4-(6-ethoxypyrazin-2-yl)phenyl]formamido]methyl)phenyl]carbamate C(C)OC1=CN=CC(=N1)C1=CC=C(C=C1)C(=O)NCC=1C=C(C=CC1)NC([O-])=O